O=CC(=O)OCC ethyl ketoacetate